5-fluoro-2-(2-methoxyethyl)isoquinolin-1(2H)-one FC1=C2C=CN(C(C2=CC=C1)=O)CCOC